C(C)(C)C1N=C(OC1)C1=NC=CC=C1 2-(4-isopropyl-4,5-dihydro-oxazol-2-yl)-pyridine